C(CCCCCCCCCCCCCCCCCCCCCCC)#N Tetracosanenitrile